4-(4,4,5,5-tetramethyl-1,3-dioxolan-2-yl)-1-(trifluoromethyl)-1H-pyrazole CC1(OC(OC1(C)C)C=1C=NN(C1)C(F)(F)F)C